Acetylmethionyl-L-valine methyl ester COC([C@@H](NC([C@@H](NC(C)=O)CCSC)=O)C(C)C)=O